(3-phenyl-allyl-benzyl)-proline C1(=CC=CC=C1)C=CCC(C1=CC=CC=C1)N1[C@@H](CCC1)C(=O)O